C(C)C=1C(=C2C=NNC2=C(C1F)SCC(=O)NC)C1=CC=C2C(=N1)SC(=N2)NC(=O)C2C(C2)F N-(5-(5-ethyl-6-fluoro-7-((2-(methylamino)-2-oxoethyl)thio)-1H-indazol-4-yl)thiazolo[5,4-b]pyridin-2-yl)-2-fluorocyclopropane-1-carboxamide